CS(=O)(=O)C1=CC(=C(C=C1)NCC#CC=1N=C2N(C=CC=C2NC2CCN(CC2)C(=O)NC)C1CC(F)(F)F)OC 4-[(2-{3-[(4-methanesulfonyl-2-methoxyphenyl)amino]prop-1-yn-1-yl}-3-(2,2,2-trifluoroethyl)imidazo[1,2-a]pyridin-8-yl)amino]-N-methylpiperidine-1-carboxamide